C(C1=CC=CC=C1)(=O)OOC1=NC(=NC(=C1)C(F)(F)F)CC=C allyl-((6-(trifluoromethyl) pyrimidin-4-yl) oxy) benzoate